(2-chloroethyl)theophylline ClCCCN1C(=O)N(C)C=2N=CNC2C1=O